CC(=CC[SiH2]C1=CC(=CC=C1)[SiH2]CC=C(C)C)C 1,3-bis(dimethylvinylmethylsilyl)benzene